OCC(CCCN1C(N2C(CN(CC2)C(=O)OC(C)(C)C)C1)=O)(C)C tert-Butyl 2-(5-hydroxy-4,4-dimethyl-pentyl)-3-oxo-5,6,8,8a-tetrahydro-1H-imidazo[1,5-a]pyrazine-7-carboxylate